NCC1=NC(=CC(=C1)S(=O)(=O)NC1CC(C1)(F)F)N1C2CN(CC1CC2)C(C2=C(C=C(C=C2)F)Cl)=O 2-(aminomethyl)-6-[3-(2-chloro-4-fluoro-benzoyl)-3,8-diazabicyclo[3.2.1]octan-8-yl]-N-(3,3-difluorocyclobutyl)pyridine-4-sulfonamide